N1(CCOCC1)CCN1C=C(C2=CC=CC=C12)C(=O)C1=CC=C(C2=CC=CC=C12)OC (1-(2-morpholin-4-ylethyl)indol-3-yl)-4-methoxynaphthalen-1-ylmethanone